Z,Z-farnesyl diphosphate O(P([O-])(=O)OP(=O)([O-])[O-])C\C=C(\C)/CC\C=C(\C)/CCC=C(C)C